Cl.CC(CC(=O)O)(CC)C.N[C@@H](C)C(=O)O l-alanine 3,3-dimethylpentanoate hydrochloride